O=C1NC(CCC1N1C(C2=CC=CC(=C2C1=O)CNC(C1=C(C(=CC=C1)O)O)=O)=O)=O N-((2-(2,6-dioxopiperidin-3-yl)-1,3-dioxoisoindolin-4-yl)methyl)-2,3-dihydroxybenzamide